ClC1=C(C=2N(C=N1)C1=C(N2)CCN(C1C)C(=O)C1=NC=C(C=N1)OC)Cl (3,4-dichloro-9-methyl-6,9-dihydropyrido[4',3':4,5]imidazo[1,2-c]pyrimidin-8(7H)-yl)(5-methoxypyrimidin-2-yl)methanone